FC(C(=O)O)(F)C1=CC=CC=C1 α,α-difluoro-phenyl-acetic acid